(±)-tert-butyl 2-((4-amino-2-(methylsulfinylmethyl)phenyl)(methyl)amino)ethylcarbamate NC1=CC(=C(C=C1)N(CCNC(OC(C)(C)C)=O)C)C[S@](=O)C |r|